(S)-N-(3-(2-((1,5-dimethyl-1H-pyrazol-3-yl)amino)-5-methylpyrimidin-4-yl)-1H-indol-7-yl)-2-(3-((5-(pyridin-3-yl)pyrimidin-2-yl)oxy)pyrrolidin-1-yl)acetamide CN1N=C(C=C1C)NC1=NC=C(C(=N1)C1=CNC2=C(C=CC=C12)NC(CN1C[C@H](CC1)OC1=NC=C(C=N1)C=1C=NC=CC1)=O)C